C(C1=CC=CC=C1)N1\C(\C=CC2=CC=CC=C12)=C\C(=O)C1CC1 (E)-2-(1-benzyl-quinoline-2(1H)-ylidene)-1-cyclopropylethanone